FC(C=1C=C(C=C(C1)C(F)(F)F)NC(C1=C(C(=CC(=C1C)Cl)C(C)(C)C)O)=O)(F)F N-(3,5-Bis-Trifluoromethyl-Phenyl)-3-Tert-Butyl-5-Chloro-2-Hydroxy-6-Methyl-Benzamide